(6Z,9Z)-nonadeca-6,9-dien-3-one CCC(CC\C=C/C\C=C/CCCCCCCCC)=O